3-hydroxy-2-(hydroxymethyl)-2-methylpropionate OCC(C(=O)[O-])(C)CO